1,N2-dibenzylideneethane-1,2-diamine C(C1=CC=CC=C1)=C(CN=CC1=CC=CC=C1)N